4-(3-amino-4-methyl-1H-indazol-5-yl)-N-((1R,2S)-2-hydroxycyclohexyl)-3-methylbenzenesulfonamide NC1=NNC2=CC=C(C(=C12)C)C1=C(C=C(C=C1)S(=O)(=O)N[C@H]1[C@H](CCCC1)O)C